CP(C(C)CCCC)C(C)CCCC methyl-di-(2-hexyl)phosphine